4-(4-acryloxy-butyl-1-oxy)-benzoic acid C=CC(=O)OCCCCOC1=CC=C(C=C1)C(=O)O